(2RS,4RS)-4-((benzyloxy)methyl)-2-methyltetrahydro-2H-thiopyran 1,1-dioxide C(C1=CC=CC=C1)OC[C@H]1C[C@H](S(CC1)(=O)=O)C |r|